1-(2,6,6-trimethylcyclohexa-1,3-dien-1-yl)but-2-en-1-one CC1=C(C(CC=C1)(C)C)C(C=CC)=O